Methyl (12R)-linoleoxyoleate C(CCCCCCC\C=C/C\C=C/CCCCC)OC(C(=O)OC)CCCCCC\C=C/CCCCCCCC